3-(N-(4-chloro-5-cyano-2-(cyclopentyloxy)phenyl)sulfamoyl)-4-cyclopropyl-5-fluorobenzoic acid ClC1=CC(=C(C=C1C#N)NS(=O)(=O)C=1C=C(C(=O)O)C=C(C1C1CC1)F)OC1CCCC1